2-[2-[(2-furanylmethyl)methylamino]-1-hydroxyethyl]-4-(trifluoromethyl)-N-[1-[3-(trifluoromethyl)phenyl]ethyl]-5-thiazolecarboxamide O1C(=CC=C1)CN(CC(O)C=1SC(=C(N1)C(F)(F)F)C(=O)NC(C)C1=CC(=CC=C1)C(F)(F)F)C